[4-(5-methyloxazolo[4,5-b]pyridin-2-yl)piperazin-1-yl]-[4-[3-(2,2,2-trifluoro-1-methyl-ethoxy)azetidin-1-yl]phenyl]methanone CC1=CC=C2C(=N1)N=C(O2)N2CCN(CC2)C(=O)C2=CC=C(C=C2)N2CC(C2)OC(C(F)(F)F)C